C(CCC(=O)O)(=O)O cis-butanedioic acid